ClC1(C(C1C1=CC(=C(C=C1)F)Cl)C(=O)NC1=CC(=C(C=C1)F)CNC(CC(F)(F)F)=O)Cl 2,2-dichloro-3-(3-chloro-4-fluorophenyl)-N-[4-fluoro-3-[[(3,3,3-trifluoro-1-oxopropyl)amino]methyl]phenyl]Cyclopropanecarboxamide